2,6-dibenzoyloxymethyl-3-ethyl-5-butyl-4-pyrone C(C1=CC=CC=C1)(=O)OCC=1OC(=C(C(C1CC)=O)CCCC)COC(C1=CC=CC=C1)=O